N-(1-cyanocyclopropyl)-6-fluoro-7-(4-(isopropylsulfonyl)piperazin-1-yl)-1-methyl-3-(5-(trifluoromethyl)-1,3,4-thiadiazole-2-yl)1H-indazole-5-sulfonamide iron gondoate C(CCCCCCCCC\C=C/CCCCCCCC)(=O)[O-].[Fe+2].C(#N)C1(CC1)NS(=O)(=O)C=1C=C2C(=NN(C2=C(C1F)N1CCN(CC1)S(=O)(=O)C(C)C)C)C=1SC(=NN1)C(F)(F)F.C(CCCCCCCCC\C=C/CCCCCCCC)(=O)[O-]